CC1([C@@H]([C@H]1C=C(C)C)C(=O)OCN1C(N(CC1=O)CC#C)=O)C 2,5-dioxo-3-prop-2-ynylimidazolidin-1-ylmethyl (1R,3R)-2,2-dimethyl-3-(2-methylprop-1-enyl)cyclopropanecarboxylate